NC1=C(C(=C(C=N1)NC(C(=O)N1C(CCC(C1)C)C1=CC=CC=C1)=O)C)C N-(6-amino-4,5-dimethylpyridin-3-yl)-2-(5-methyl-2-phenylpiperidin-1-yl)-2-oxoacetamide